glycidyl ketone C(C1CO1)C(=O)CC1CO1